4-(4-fluorophenyl)-1,2-diphenyl-1,2,4-triazolidine FC1=CC=C(C=C1)N1CN(N(C1)C1=CC=CC=C1)C1=CC=CC=C1